COCCNC1=NC=C(C=N1)C(=O)NC1=NC=2C(=C(C=CC2C=2N1CCN2)OCCCN2CCOCC2)OC 2-[(2-methoxyethyl)amino]-N-[7-methoxy-8-(3-morpholin-4-ylpropoxy)-2,3-dihydroimidazo[1,2-c]quinazolin-5-yl]pyrimidine-5-carboxamide